NC1=CC=C(C=C1)C1=CN(C=2N=CN=C(C21)N)C2COC2 5-(4-Aminophenyl)-7-(oxetan-3-yl)-7H-pyrrolo[2,3-d]pyrimidin-4-ylamine